COC1=CC=C(CN(C=2N=CN(C(C2C(=O)OC)=O)C2=C(C=C(C=C2C)Br)Cl)CC2=CC=C(C=C2)OC)C=C1 methyl 4-(bis(4-methoxybenzyl)amino)-1-(4-bromo-2-chloro-6-methylphenyl)-6-oxo-1,6-dihydropyrimidine-5-carboxylate